CC1=C(C(=O)O)C=CC=C1.C(C1=CC=CC=C1)(=O)OCC 1-ethyl benzoate (methyl benzoate)